C(C)N(CC)C1=CC=C(C=C1)C(=C)C1=CC=C(C=C1)[SiH](C)C 1-[4-(N,N-diethylamino)phenyl]-1-(4'-dimethylsilanylphenyl)ethylene